BrC=1C=C2C=C(C(=NC2=CC1CO)OC)CC (6-bromo-3-ethyl-2-methoxyquinolin-7-yl)methanol